4-[3-[2,6-dichloro-4-(3-methoxyazetidin-1-yl)benzoyl]-2,4-dihydro-1,3-benzoxazin-8-yl]-5-fluoro-N-methylsulfonyl-2-(3-oxa-8-azabicyclo[3.2.1]octan-8-yl)benzamide ClC1=C(C(=O)N2COC3=C(C2)C=CC=C3C3=CC(=C(C(=O)NS(=O)(=O)C)C=C3F)N3C2COCC3CC2)C(=CC(=C1)N1CC(C1)OC)Cl